(S)-2-((2-chloro-5-(difluoromethoxy)pyrimidin-4-yl)amino)-2-phenylethanol ClC1=NC=C(C(=N1)N[C@H](CO)C1=CC=CC=C1)OC(F)F